FC1=C(C2=C(NC(=N2)C=O)C=C1)C 5-fluoro-4-methyl-1H-benzimidazole-2-carbaldehyde